Cl.N[C@H]1CCC=2C=3C1=C1C(=NC3C=C(C2F)F)C2=CC3=C(C(N2C1)=O)COC([C@]3(O)CC)=O (1S,9S)-1-amino-9-ethyl-4,5-difluoro-9-hydroxy-1,2,3,9,12,15-hexahydro-10H,13H-benzo[de]Pyrano[3',4':6,7]indolizino[1,2-b]quinoline-10,13-dione hydrochloride